ClC(OC1=CC=C(C=C1)NC(=O)C1=CN(C(C=C1)=O)C1=NN(C=C1)C(F)F)(F)F N-[4-(Chlorodifluoro-methoxy)phenyl]-1-[1-(difluoromethyl)-1H-pyrazol-3-yl]-6-oxo-1,6-dihydropyridine-3-carboxamide